1,3-cyclohexanedimethanol tert-Butyl-(2-amino-3-fluorophenyl)carbamate C(C)(C)(C)N(C(=O)OCC1CC(CCC1)CO)C1=C(C(=CC=C1)F)N